2-morpholinide N1C[CH-]OCC1